Cl.BrC=1N=C(SC1)CN (4-bromothiazol-2-yl)methylamine hydrochloride